C1(=CCCC1)C1=CC=NC2=C(C=CC=C12)NC(C1=CC=C(C=C1)OC(C)C)=O N-(4-(cyclopent-1-en-1-yl)quinolin-8-yl)-4-isopropoxy-benzamide